3-(4-bromo-2-fluoro-phenyl)cyclobutanone BrC1=CC(=C(C=C1)C1CC(C1)=O)F